(2-(1-methyl-7-oxa-1-azaspiro-[4.4]nonan-4-yl)thieno[2,3-b]pyridin-4-yl)benzo[d]thiazol-5-amine CN1CCC(C12COCC2)C2=CC=1C(=NC=CC1C=1SC3=C(N1)C=C(C=C3)N)S2